N1=CC(=CC=C1)N1CCN(CC1)CC=1NC2=CC=CC=C2C1 2-[[4-(3-pyridinyl)piperazin-1-yl]methyl]-1H-indole